N[C@@H](C(=O)OC)C1CC1 methyl (R)-2-amino-2-cyclopropylacetate